2-((6-(4-((4-cyano-2-ethoxybenzyl)oxy)pyrimidin-2-yl)-3-azabicyclo[4.1.0]heptan-3-yl)methyl)-4-methoxy-1-(((S)-oxetan-2-yl)methyl)-1H-benzo[d]imidazole-6-carboxylic acid C(#N)C1=CC(=C(COC2=NC(=NC=C2)C23CCN(CC3C2)CC2=NC3=C(N2C[C@H]2OCC2)C=C(C=C3OC)C(=O)O)C=C1)OCC